5-acetyl-7-chloro-4-phenyl-4,5-dihydropyrano[3,2-b]indol-2(3H)-one C(C)(=O)N1C2=C(C=3C=CC(=CC13)Cl)OC(CC2C2=CC=CC=C2)=O